[4-Fluoro-3-(7-morpholin-4-yl-quinazolin-4-yl)-phenyl]-(1-methyl-1H-pyrazol-4-yl)-methanol FC1=C(C=C(C=C1)C(O)C=1C=NN(C1)C)C1=NC=NC2=CC(=CC=C12)N1CCOCC1